Methyl 3-(N-(5-cyano-4-fluoro-2-(pyrrol-1-yl)phenyl)sulfamoyl)-4-cyclopropylbenzoate C(#N)C=1C(=CC(=C(C1)NS(=O)(=O)C=1C=C(C(=O)OC)C=CC1C1CC1)N1C=CC=C1)F